C(=O)(C(=O)O)C/C=C/C(=O)[O-] 4-Oxalocrotonate